tert-Butyl 4-(3-amino-4-((2-methyl-2H-indazol-5-yl)carbamoyl)phenyl)-3,6-dihydropyridine-1(2H)-carboxylate NC=1C=C(C=CC1C(NC1=CC2=CN(N=C2C=C1)C)=O)C=1CCN(CC1)C(=O)OC(C)(C)C